N-isobutyl-1,1-dioxo-1,2-benzothiazol-3-amine C(C(C)C)NC1=NS(C2=C1C=CC=C2)(=O)=O